2-(1,2-Dihydroxyethyl)-N'-((3,3-dimethyl-1,2,3,5,6,7-hexahydrodicyclopenta[b,e]pyridin-8-yl)carbamoyl)thiazole-5-sulfonimidamide OC(CO)C=1SC(=CN1)S(=O)(N)=NC(NC1=C2C(=NC3=C1CCC3)C(CC2)(C)C)=O